(rac)-cis-7-cyclobutoxy-N-(1-(2-fluorocyclopropyl)-2-oxo-1,2-dihydropyridin-3-yl)-2-(1-methyl-2-oxabicyclo[2.1.1]hex-4-yl)imidazo[1,2-a]pyrimidine-6-carboxamide C1(CCC1)OC1=NC=2N(C=C1C(=O)NC=1C(N(C=CC1)C1C(C1)F)=O)C=C(N2)[C@@]21CO[C@@](C2)(C1)C